FC1=CC=CC2=C1C1=C(C(N(C=3N1C(NN3)=S)CCC)=O)O2 10-fluoro-4-propyl-1-thioxo-2,4-dihydrobenzofuro[2,3-e][1,2,4]triazolo[4,3-a]pyrimidin-5(1H)-one